C(C)(C)(C)OC(=O)N1C[C@@]2(CC1)C(N(CCC2)[C@H](C(=O)O)C(C)C)=O (2S)-2-[(5R)-2-tert-butoxycarbonyl-6-oxo-2,7-diazaspiro[4.5]decan-7-yl]-3-methyl-butyric acid